ClC1=CC=C(C[C@@H]2N(C[C@@H](OC2)C)C2CCN(CC2)C(=NC#N)[S-])C=C1 4-((2S,5S)-5-(4-chlorobenzyl)-2-methylmorpholino)-N-cyano-piperidine-1-carbimidothioate